C(C)(C)C=1C=C(C=C(C1N1C(=NC2=C1C=CC=C2)C=2C(=C(C(=CC2)C)C2=CC=1C=CC3=CC=CC=C3C1C=C2O)F)C(C)C)C2=CC=CC=C2 2-(3-(1-(3,5-diisopropyl-[1,1'-biphenyl]-4-yl)-1H-benzo[d]imidazol-2-yl)-2-fluoro-6-methylphenyl)phenanthren-3-ol